3,7-dioxo-5β-cholanoyltaurine O=C1C[C@H]2CC([C@H]3[C@@H]4CC[C@H]([C@@H](CCC(=O)NCCS(=O)(=O)O)C)[C@]4(CC[C@@H]3[C@]2(CC1)C)C)=O